C(C)=C1C(=O)OC(C1)=O ethylidenesuccinic anhydride